BrC1=CC=C(C=C1)C1CC(NC=2N=CNC(C21)=O)=O 5-(4-bromophenyl)-5,6-dihydropyrido[2,3-d]pyrimidine-4,7(3H,8H)-dione